CC1=NC=CC(=C1)C1=C(N=C(N1)N)C1=CC=C(C=C1)OC(F)(F)F 5-(2-Methylpyridin-4-yl)-4-(4-(trifluoromethoxy)phenyl)-1H-imidazol-2-amine